C(CCCNCC(CNC(OC(C)(C)C)=O)O)NCC(CNC(OC(C)(C)C)=O)O di-tert-butyl ((butane-1,4-diylbis(azanediyl))bis(2-hydroxypropane-3,1-diyl))dicarbamate